C1(=CC=C(C=C1)C1=CC=C2C(=N1)SC(=N2)N)C 5-(p-tolyl)thiazolo[5,4-b]pyridin-2-amine